C1(CC1)C1=C(C=CC=C1)[C@H]1N(CCC1)C1CC2(C1)CCN(CC2)C(=O)OC(C)(C)C tert-butyl (S)-2-(2-(2-cyclopropylphenyl)pyrrolidin-1-yl)-7-azaspiro[3.5]nonane-7-carboxylate